CN(CCC1=CC=C(C=C1)NC(=O)C1=C(C=C(C(=O)OCC2=CN=CS2)C=C1)NC(=O)C=1OC2=CC=CC=C2C(C1)=O)CC=1C=C2C=NN(C2=CC1)C Thiazol-5-ylmethyl 4-((4-(2-(methyl((1-methyl-1H-indazol-5-yl)methyl)amino)ethyl)phenyl)carbamoyl)-3-(4-oxo-4H-chromene-2-carboxamido)benzoate